5-chloro-2-(4-methoxybenzyl)pyridazin-3(2H)-one ClC1=CC(N(N=C1)CC1=CC=C(C=C1)OC)=O